FC1=C(C=CC=C1)COC=1SC=2C(NCCC2N1)=O [(2-fluorophenyl)methoxy]-6,7-dihydro-thiazolo[5,4-c]pyridin-4(5H)-one